C1(=CC(=CC=C1)P(C=1C=C(C=CC1)C)(C=1C=C(C=CC1)C)=O)C tris(m-tolyl)phosphine oxide